3-(2-(1-(5-chloro-4-(((R)-1-(2,4-dichlorophenyl)ethyl)amino)pyrimidin-2-yl)pyrrolidin-3-yl)piperidin-1-yl)-1-methylcyclobutane-1-carboxylic acid ClC=1C(=NC(=NC1)N1CC(CC1)C1N(CCCC1)C1CC(C1)(C(=O)O)C)N[C@H](C)C1=C(C=C(C=C1)Cl)Cl